Methyl-((2-(6-(2-Ethyl-5-Fluoro-4-Hydroxyphenyl)-1H-Indazol-3-yl)-1H-Imidazol-4-yl)-Methyl)carbamat COC(NCC=1N=C(NC1)C1=NNC2=CC(=CC=C12)C1=C(C=C(C(=C1)F)O)CC)=O